4-Bromoquinoline-6-carbonitrile BrC1=CC=NC2=CC=C(C=C12)C#N